C(CCCCCCC\C=C/C\C=C/CCCCC)(=O)OCC(COC(CC12CC3CC(CC(C1)C3)C2)=O)COC(CCN2CCN(CC2)C)=O 3-(2-((3r,5r,7r)-adamantan-1-yl)acetoxy)-2-(((3-(4-methylpiperazin-1-yl)propanoyl)oxy)methyl)propyl (9Z,12Z)-octadeca-9,12-dienoate